racemic-7-(2-fluoro-5-(1-(1-(4-fluorophenyl)ethyl)-1H-pyrazol-4-yl)pyridin-3-yl)-[1,2,4]triazolo[1,5-a]pyridin-2-amine FC1=NC=C(C=C1C1=CC=2N(C=C1)N=C(N2)N)C=2C=NN(C2)[C@H](C)C2=CC=C(C=C2)F |r|